(5-(5-(3-oxa-8-azabicyclo[3.2.1]oct-8-yl)benzo[d]oxazol-2-yl)-8-((methyl-d3)amino)-2,7-naphthyridin-3-yl)cyclopropanecarboxamide C12COCC(CC1)N2C=2C=CC1=C(N=C(O1)C1=C3C=C(N=CC3=C(N=C1)NC([2H])([2H])[2H])C1(CC1)C(=O)N)C2